potassium ((1S,2S)-2-(2,4-difluorophenyl)cyclopropyl)trifluoroborate FC1=C(C=CC(=C1)F)[C@@H]1[C@H](C1)[B-](F)(F)F.[K+]